1-(3-Chlorobenzyl)-4-(Piperazin-1-Yl)-2-(Trifluoromethyl)-1H-Indole ClC=1C=C(CN2C(=CC3=C(C=CC=C23)N2CCNCC2)C(F)(F)F)C=CC1